(S)-(3-((4-borono-2-(trifluoromethyl)benzyl)(5,6-diamino-6-oxohexyl)carbamoyl)-5-bromophenyl)boronic acid B(O)(O)C1=CC(=C(CN(C(=O)C=2C=C(C=C(C2)Br)B(O)O)CCCC[C@@H](C(=O)N)N)C=C1)C(F)(F)F